4-[2-(2,3-Dihydro-benzo[1,4]dioxine-6-sulfonylamino)-phenylethynyl]-benzoic acid O1CCOC2=C1C=CC(=C2)S(=O)(=O)NC2=C(C=CC=C2)C#CC2=CC=C(C(=O)O)C=C2